monoethyl-nickel C(C)[Ni]